(3-{6-azaspiro[2.5]oct-6-yl}-4-{4-[2-(4,4-difluoropiperidin-1-yl)-6-methylpyridin-4-yl]-1H-imidazol-1-yl}phenyl)-2-hydroxyethane-1-sulfonamide C1CC12CCN(CC2)C=2C=C(C=CC2N2C=NC(=C2)C2=CC(=NC(=C2)C)N2CCC(CC2)(F)F)C(CO)S(=O)(=O)N